CC=1SC(=C(N1)C(=O)N1C2CC(CC1COC=1N=CC3=CC=CC=C3C1)C2)C2=CC=CC=C2 3-{[2-(2-Methyl-5-phenyl-1,3-thiazol-4-carbonyl)-2-azabicyclo[3.1.1]heptan-3-yl]methoxy}isochinolin